C1(=CC=CC=C1)C1=CC=NC2=CC=C(C=C12)CCC1=CC=CC=C1 4-phenyl-6-(2-phenylethyl)quinolin